C(C)(C)(C)OC(=O)N1C(OC[C@@H]1C1=CC(=C(C=C1)Cl)N1N=NC=C1)(C)C (S)-4-(4-chloro-3-(1H-1,2,3-triazol-1-yl)phenyl)-2,2-dimethyloxazolidine-3-carboxylic acid tert-butyl ester